N-(ethoxycarbonyl)-N-propylvaline ethyl ester C(C)OC([C@@H](N(CCC)C(=O)OCC)C(C)C)=O